1-(2-chlorobenzyl)-1H-indole-5-carboxylic acid ClC1=C(CN2C=CC3=CC(=CC=C23)C(=O)O)C=CC=C1